[O-]I=O The molecule is a monovalent inorganic anion obtained by deprotonation of iodous acid. It is an iodine oxoanion and a monovalent inorganic anion. It is a conjugate base of an iodous acid.